BrC1=C(C(=C(C=C1)Br)N)N 3,6-dibromobenzene-1,2-diamine